OCCNC1C(C=CC=C1)(NCCO)[N+](=O)[O-] N,N'-bis-(2-hydroxyethyl)-2-nitrophenylenediamine